sodium propyl mercaptan C(CC)S.[Na]